benzyl ((((2R,3S,4R,5S)-5-(4-aminopyrrolo[2,1-f][1,2,4]triazin-7-yl)-2-cyano-3,4-dihydroxytetrahydrofuran-2-yl)methoxy) (phenoxy)phosphoryl)-L-alaninate NC1=NC=NN2C1=CC=C2[C@H]2[C@@H]([C@@H]([C@@](O2)(C#N)COP(=O)(OC2=CC=CC=C2)N[C@@H](C)C(=O)OCC2=CC=CC=C2)O)O